COC(CC1CCN(CC1)CC1=CC=C(C=C1)NC1=NC(=CC=C1[N+](=O)[O-])C1=CC=CC=C1)=O.S1NCCC=C1 dihydrothiazine methyl-2-(1-(4-((3-nitro-6-phenylpyridin-2-yl)amino)benzyl)piperidin-4-yl)acetate